7-(((benzyloxy)carbonyl)(methyl)amino)-2-(4-(2-ethoxy-2-oxoethyl)phenyl)-2,6,6-trimethylheptanoic acid C(C1=CC=CC=C1)OC(=O)N(CC(CCCC(C(=O)O)(C)C1=CC=C(C=C1)CC(=O)OCC)(C)C)C